N=1N2C(=CC1)C1(CC2)CC1 5',6'-dihydrospiro[cyclopropane-1,4'-pyrrolo[1,2-b]pyrazol]